N(=C=S)C=1C(N(C=C(C1)C(F)(F)F)C=1C=NC=CC1)=O 3-isothiocyanato-5-(trifluoromethyl)-2H-[1,3'-bipyridin]-2-one